12(S)-hydroxyperoxyeicosatetraenoic acid O[C@H](CCC=CC=CC=CC=CC(=O)OO)CCCCCCCC